[Br-].C[N+](CCCCCCCCCCCCCCC)(CCCCCCCCCCCCCCC)C dimethyldipentadecylammonium bromide